NC[C@@H](C1=CC=CC=C1)O (R)-2-amino-1-phenylethyl alcohol